C1=C(C=CC=2C3=CC=CC=C3CC12)NC1=NC(=NC2=CC=C(C=C12)C1(CC=C(C(=O)N)C=C1)C)C1=CC2=CC=CC=C2C=C1 4-((9H-fluoren-2-yl)amino-2-(naphthalen-2-yl)quinazolin-6-yl)-4-methylbenzamide